[3-13C]serine N[C@@H]([13CH2]O)C(=O)O